N1=NC(=NN=C1)C1=CC=C(C[C@H](N)C(=O)O)C=C1 4-(1,2,4,5-tetrazin-3-yl)phenylalanine